P(=O)(O)(O)O.[C@@H]1([C@H](O)[C@H](O)[C@@H](CO)O1)N1C(=O)N=C(N)C=C1 cytidine phosphate salt